FC1=CC2=C(C(=C(O2)C(F)(F)F)C(=NC(C)=O)C2=CC=CC=C2)C=C1 N-((6-Fluoro-2-(trifluoromethyl)benzofuran-3-yl)(phenyl)methylene)acetamide